C=C(C(C)OCCC#N)CC 3-((3-Methylenepentan-2-yl)oxy)propionitrile